(3R)-1-(5-bromo-6-fluoropyridin-2-yl)piperidin-3-ol BrC=1C=CC(=NC1F)N1C[C@@H](CCC1)O